[Pd].[Pd].C(C1=CC=CC=C1)=CC(=O)C=CC1=CC=CC=C1.C(C1=CC=CC=C1)=CC(=O)C=CC1=CC=CC=C1.C(C1=CC=CC=C1)=CC(=O)C=CC1=CC=CC=C1 tris-dibenzylideneacetone dipalladium (0)